androstenendione C[C@@]12C(C=CC1=C1CCC3CC(CC[C@]3(C)[C@H]1CC2)=O)=O